CC1(C=CC=C1)C(OC[Hf+3])C1(C=CC=C1)C Bis(methylcyclopentadienyl)methoxymethyl-Hafnium(IV)